CN(C(=O)C=1N=C(NC1C)C1=NC=CC(=C1)C=1C=NC=C(C1)S(=O)(=O)C)C N,N,5-Trimethyl-2-[5-(methylsulfonyl)-3,4'-bipyridin-2'-yl]-1H-imidazol-4-carboxamid